C(C=C)(=O)OCCCCCCCCCCCCC[Si](OCC)(OCC)OCC acryloyloxytridecyltriethoxysilane